BrCC1=C(C=CC=C1C(F)(F)F)OC 2-Bromomethyl-1-methoxy-3-trifluoromethyl-benzene